Di((Z)-oct-3-en-1-yl) pentane-1,5-diyl bis(vinylphosphonate) C(=C)P(OCC\C=C/CCCC)(OCCCCCOP(OCC\C=C/CCCC)(=O)C=C)=O